2-(1-hydroxycyclobutyl)phenol OC1(CCC1)C1=C(C=CC=C1)O